F[C@](N(F)F)(C(C)(C)C)C(=O)O trifluoro-L-tert-leucine